C(C)(=O)N1[C@@H](CN(CC1)C(C=C)=O)C1=CC(=NC(=C1)Cl)C1=NC(=CC(=C1)C(=O)NC)C(F)(F)F (R)-4'-(1-acetyl-4-acryloylpiperazin-2-yl)-6'-chloro-N-methyl-6-(trifluoromethyl)-[2,2'-bipyridine]-4-carboxamide